tert-butyl 3-[1-(trifluoromethyl)cyclopropyl]carbamoyl-4H,5H,6H,7H-pyrazolo[1,5-a]pyrazine-5-carboxylate FC(C1(CC1)NC(=O)C=1C=NN2C1CN(CC2)C(=O)OC(C)(C)C)(F)F